BrC=1C=C(C=CC1)C1OC2=C(C1)C=C(C(=C2)F)F 2-(3-bromophenyl)-5,6-difluoro-2,3-dihydrobenzofuran